3-(4-cyclopentanesulfonyl-morpholin-2-yl)-benzo[b]thiophene-2-carboxylic acid methylamide CNC(=O)C1=C(C2=C(S1)C=CC=C2)C2CN(CCO2)S(=O)(=O)C2CCCC2